O=C(CCC(C(=O)N)NC(=O)C=1SC=NN1)C(=O)N 5-oxo-2-(1,3,4-thiadiazole-2-carboxamido)hexanediamide